[C@]12(COC[C@H]2C1)COC1=C2C(=NC=NC2=CC(=C1)C=1C=NN(C1)C)NC=1C(=C2C=CC=NC2=CC1)F 5-(((1S,5S)-3-oxabicyclo[3.1.0]hexan-1-yl)methoxy)-N-(5-fluoroquinolin-6-yl)-7-(1-methyl-1H-pyrazol-4-yl)quinazolin-4-amine